C1([C@H](O)[C@H](O)[C@H](O1)CO)OP(=O)(O)O.C(C1=CN=CC=C1)(=O)N Nicotinamide ribosyl-phosphate